hydroxyisopropyl t-butyl peroxide C(C)(C)(C)OOC(C)(C)O